Isobutyl 3-(1-((1-(2-((4-cyclohexylphenyl)sulfonamido)ethyl)piperidin-4-yl)methyl)-1H-1,2,3-triazol-4-yl)-5-fluoro-1H-indol-2-carboxylat C1(CCCCC1)C1=CC=C(C=C1)S(=O)(=O)NCCN1CCC(CC1)CN1N=NC(=C1)C1=C(NC2=CC=C(C=C12)F)C(=O)OCC(C)C